C(C)N1C[C@@H](CCC1)NC1=C2C(=C(N=N1)C1=C(C=3CCC3C=C1)O)N(N=C2)C 3-[4-[[(3R)-1-ethyl-3-piperidinyl]amino]-1-methyl-pyrazolo[3,4-d]pyridazin-7-yl]bicyclo[4.2.0]oct-1(6),2,4-trien-2-ol